[1-(2-hydroxycarbamoyl-1-naphthalin-2-ylmethyl-ethyl)-1H-[1,2,3]triazol-4-ylmethyl]-amid ONC(=O)CC(CC1=CC2=CC=CC=C2C=C1)N1N=NC(=C1)C[NH-]